S-[(1-methylpyrrolidin-3-yl)methyl] ethanethioate C(C)(SCC1CN(CC1)C)=O